FC(C1=C(N=CN1C)CO)F (5-(difluoromethyl)-1-methyl-1H-imidazol-4-yl)methanol